Tert-Butyl 5-Amino-4-(5-Bromo-4-Hydroxy-1-Oxoisoindolin-2-Yl)-5-Oxopentanoate NC(C(CCC(=O)OC(C)(C)C)N1C(C2=CC=C(C(=C2C1)O)Br)=O)=O